N-(5-(7'-Fluoro-3'-methyl-2'-oxo-3-(1H-pyrazol-1-yl)-2',3'-dihydrospiro[cyclobutane-1,1'-pyrrolo[2,3-c]quinolin]-8'-yl)-2-(2-(isopropylamino)ethoxy)pyridin-3-yl)methanesulfonamide FC=1C(=CC=2C3=C(C=NC2C1)N(C(C31CC(C1)N1N=CC=C1)=O)C)C=1C=C(C(=NC1)OCCNC(C)C)NS(=O)(=O)C